C(C\C=C\CCC\C=C/CCCCC)OC(C)=O acetic acid (3E,8Z)-3,8-tetradecadienyl ester